N1-(5-bromo-2,3-dihydro-1H-inden-1-yl)-N8-hydroxyoctanediamide BrC=1C=C2CCC(C2=CC1)NC(CCCCCCC(=O)NO)=O